CN(C(=O)O[C@H]1/C=C/[C@@H]([C@H](C(C(CCCCC1)=O)=O)/C(=C/C=C/[C@H](COC(=O)N1C[C@@H](CC1)O)C)/C)C)C (3R)-3-hydroxypyrrolidine-1-carboxylic acid [(2R,3e,5e)-6-[(2s,3s,4e,6R)-6-(dimethylcarbamoyloxy)-3-methyl-12-oxo-1-oxocyclododeca-4-en-2-yl]-2-methylhept-3,5-dienyl] ester